(1S-cis)-4-(3,4-dichlorophenyl)-1,2,3,4-tetrahydro-N-methyl-1-naphthyridineamine hydrochloride Cl.ClC=1C=C(C=CC1Cl)C1CCN(C2=NC=CC=C12)NC